ClC1=C(C=C(C=C1)C1OC(C(C(C1O)O)O)CO)CC1=CC=C(C=C1)OCCOC1CC1 2-(4-chloro-3-(4-(2-cyclopropoxyethoxy)benzyl)phenyl)-6-(hydroxymethyl)tetrahydro-2H-pyran-3,4,5-triol